OC(C(=O)C1=CC=C(C=C1)OCCO)(C)C 2-hydroxy-4'-(2-hydroxyethoxy)-2-Methylpropionophenone